9,9-bis(4-oxiranylmethoxyphenyl)fluorene propylgallat C(CC)C1=C(C(=O)O)C=C(C(=C1O)O)O.O1C(C1)COC1=CC=C(C=C1)C1(C2=CC=CC=C2C=2C=CC=CC12)C1=CC=C(C=C1)OCC1OC1